(3R,4R)-3-[(1R)-1-[4-[[4-(3-hydroxyazetidin-1-yl)-6-methyl-2-pyridyl]oxymethyl]phenyl]ethyl]-3,4-dimethyl-pyrrolidin-2-one OC1CN(C1)C1=CC(=NC(=C1)C)OCC1=CC=C(C=C1)[C@@H](C)[C@]1(C(NC[C@@H]1C)=O)C